ClC=1N=CC(=NC1)COC1=CC=CC(=N1)C1=CC(=C(C=C1F)CC=1N(C2=C(N1)C=CC(=C2)C(=O)OC(C)(C)C)CCOC)F Tert-butyl 2-[[4-[6-[(5-chloropyrazin-2-yl)methoxy]-2-pyridyl]-2,5-difluoro-phenyl]methyl]-3-(2-methoxyethyl)benzimidazole-5-carboxylate